ClC1=CC(=C(C=C1)COC1=NN(C=C1)C1CCN(CC1)C(=O)OC(C)(C)C)F tert-butyl 4-[3-[(4-chloro-2-fluoro-phenyl)methoxy]pyrazol-1-yl]piperidine-1-carboxylate